3',4-dimethyl-[1,1'-biphenyl]-2-formaldehyde CC=1C=C(C=CC1)C=1C(=CC(=CC1)C)C=O